N-{4-[1-(methylsulfonyl)ethyl]phenyl}{[(4-chlorophenyl)methyl]amino}carboxamide CS(=O)(=O)C(C)C1=CC=C(C=C1)NC(=O)NCC1=CC=C(C=C1)Cl